C(C)(C)(C)OC(NC1=C(C=C(C(=C1)OCC1CC1)Cl)C=O)=O (4-chloro-5-(cyclopropylmethoxy)-2-formylphenyl)carbamic acid tert-butyl ester